dimethyl pyrimidine-4,6-dicarboxylate N1=CN=C(C=C1C(=O)OC)C(=O)OC